C1(CC1)CC=1N=NC2=C(NNC(C21)=O)C(C)C (cyclopropylmethyl)-7-isopropyl-5H-pyrazolo[3,4-d]pyridazin-4-one